1,2,6-Tris(cyanoethoxy)hexan C(#N)CCOCC(CCCCOCCC#N)OCCC#N